C[C@H]1[C@@H](C[C@H]([C@@H](O1)OCCCCCCCCCCCCCCCCC/C=C/C(=O)SCCNC(=O)CCNC(=O)[C@@H](C(C)(C)COP(=O)([O-])OP(=O)([O-])OC[C@@H]2[C@H]([C@H]([C@@H](O2)N3C=NC4=C(N=CN=C43)N)O)OP(=O)([O-])[O-])O)O)O The molecule is an acyl-CoA(4-) obtained by deprotonation of the phosphate and diphosphate groups of oscr#35-CoA; major species at pH 7.3. It is a conjugate base of an oscr#35-CoA.